(6Ar,10aR)-6,6,9-tris[5-(3-methylcyclohex-2-en-1-yl)hexyl]-6a,7,8,9,10,10a-hexahydrobenzo[c]chromen-1-ol CC1=CC(CCC1)C(CCCCC1(OC=2C=CC=C(C2[C@H]2[C@H]1CCC(C2)CCCCC(C)C2C=C(CCC2)C)O)CCCCC(C)C2C=C(CCC2)C)C